Benzamide tartrate C(=O)(O)C(O)C(O)C(=O)O.C(C1=CC=CC=C1)(=O)N